benzyl 6-(4-chloro-3-fluoro-thieno[2,3-d]pyridazin-7-yl)-3,4-dihydro-1H-isoquinoline-2-carboxylate ClC1=C2C(=C(N=N1)C=1C=C3CCN(CC3=CC1)C(=O)OCC1=CC=CC=C1)SC=C2F